aluminum (III) bis(methylquinoline oleate) CC=1C(=NC2=CC=CC=C2C1)CCCCCCCC\C=C/CCCCCCCC(=O)[O-].CC=1C(=NC2=CC=CC=C2C1)CCCCCCCC\C=C/CCCCCCCC(=O)[O-].[Al+3]